2-(((1R,2R)-2-((S)-1-aminoethyl)cyclopropyl)methyl)-6-bromo-7-fluoroisoquinolin-1(2H)-one hydrochloride Cl.N[C@@H](C)[C@H]1[C@@H](C1)CN1C(C2=CC(=C(C=C2C=C1)Br)F)=O